bis(cyclopentadienyl)cobalt(II) C1(C=CC=C1)[Co]C1C=CC=C1